[K].C1(=O)NO1.C1(=O)NO1 epoxy-dicarboxamide potassium salt